NC(C[C@H](C(=O)N[C@H](C(=O)OC)CC(C)C)NC(=O)OC(C)(C)C)=O methyl (2S)-2-[[(2R)-4-amino-2-(tert-butoxycarbonylamino)-4-oxo-butanoyl] amino]-4-methyl-pentanoate